5-[7-Chloro-4-(3,3-difluoro-4,4-dimethyl-pyrrolidin-1-yl)-6-methyl-pyrazolo[1,5-a]pyrazin-2-yl]-1H-pyrimidine-2,4-dione ClC1=C(N=C(C=2N1N=C(C2)C=2C(NC(NC2)=O)=O)N2CC(C(C2)(C)C)(F)F)C